C1(=CC=CC2=CC3=CC=CC=C3C=C12)[NH-] anthraminide